S(=O)(=O)([O-])[O-].[Cd+2].[Zn+2].[Pb+2].S(=O)(=O)([O-])[O-].S(=O)(=O)([O-])[O-] lead-zinc-cadmium sulfate